2-(2,6-dioxo-3-piperidyl)-5-[4-[[4-[[(2R)-morpholin-2-yl]methyl]piperazin-1-yl]methyl]-1-piperidyl]isoindoline-1,3-dione O=C1NC(CCC1N1C(C2=CC=C(C=C2C1=O)N1CCC(CC1)CN1CCN(CC1)C[C@H]1CNCCO1)=O)=O